3-((4-(5-(Difluoromethyl)-1,3,4-oxadiazol-2-yl)-2-fluorobenzyl)(phenyl)carbamoyl)-3-fluoroazetidine-1-carboxylic acid tert-butyl ester C(C)(C)(C)OC(=O)N1CC(C1)(F)C(N(C1=CC=CC=C1)CC1=C(C=C(C=C1)C=1OC(=NN1)C(F)F)F)=O